FC1=CC=C(C=C1)[C@@H]1N(CCC2=CC=CC=C12)C(=O)[C@H]1OC[C@@H](CC1)[N+](=O)[O-] ((S)-1-(4-fluorophenyl)-3,4-dihydroisoquinolin-2(1H)-yl)((2S,5R)-5-nitrotetrahydro-2H-pyran-2-yl)methanone